COC=1C=CC(=C(C1)O)C=1C=2N(C(=NN1)N[C@H]1CN(CCC1)C)C=CC2 5-methoxy-2-(4-{[(3R)-1-methylpiperidin-3-yl]amino}pyrrolo[1,2-d][1,2,4]triazin-1-yl)phenol